N-((1s,3s)-3-((5-(8-fluoroimidazo[1,2-a]pyridin-6-yl)-4-methoxy-7H-pyrrolo[2,3-d]pyrimidin-2-yl)amino)-1-methylcyclobutyl)propionamide FC=1C=2N(C=C(C1)C1=CNC=3N=C(N=C(C31)OC)NC3CC(C3)(C)NC(CC)=O)C=CN2